(S)-4-(2-amino-2-phenylacetamido)-N-(cyclopropylsulfonyl)benzamide N[C@H](C(=O)NC1=CC=C(C(=O)NS(=O)(=O)C2CC2)C=C1)C1=CC=CC=C1